5-(tert-butyl)-4-fluoro-N-(2-methyl-4-(4,4,5,5-tetramethyl-1,3,2-dioxaborolan-2-yl)benzyl)isoxazole-3-carboxamide C(C)(C)(C)C1=C(C(=NO1)C(=O)NCC1=C(C=C(C=C1)B1OC(C(O1)(C)C)(C)C)C)F